5-(trifluoromethyl)benzo[d]thiazole-2-carbaldehyde FC(C=1C=CC2=C(N=C(S2)C=O)C1)(F)F